C(CCC)OC1=C(C(=O)O)C=CC(=C1)C1=NC=NC(=C1)NCCN1C(=CC2=C(C=CC(=C12)F)OC)C 2-Butoxy-4-{6-[2-(7-fluoro-4-methoxy-2-methyl-indol-1-yl)-ethylamino]-pyrimidin-4-yl}-benzoic acid